NCC(O[SiH3])(OCC)OCC 1-aminomethyl-(diethoxymethoxysilane)